NCC(=O)[O-].N[N+](C)(C)CCC amino-propyldimethylammonium glycinate